BrC1=CC=C(C(=N1)NC(=O)[C@H]1N[C@@H]2C[C@@]2(C1)C([2H])([2H])[2H])C (1R,3S,5R)-N-(6-bromo-3-methylpyridin-2-yl)-5-(methyl-d3)-2-azabicyclo[3.1.0]hexane-3-carboxamide